FC(C(=O)N1CC(C1)N1N=C(C2=CC=CC(=C12)C1=NOC(=N1)C)C1=CC=C(C=C1)C(F)(F)F)=C 2-fluoro-1-(3-(7-(5-methyl-1,2,4-oxadiazol-3-yl)-3-(4-(trifluoromethyl)phenyl)-1H-indazol-1-yl)azetidin-1-yl)prop-2-en-1-one